ClC1=C(C=C2C(=CNC2=C1)C=O)OCC1=NC2=CC=CC=C2C=C1 6-chloro-5-(quinolin-2-ylmethoxy)-1H-indole-3-carbaldehyde